C(C)(C)(C)[Si](OCCC1=C(C=CC=C1)[N+](=O)[O-])(C)C Tert-butyldimethyl-(2-nitrophenylethoxy)silane